FC=1C=CC(=NC1)NC1=CC(=C(N=N1)C(=O)NC)NC1=CC=CC2=C1OCC=1C2=NN(C1)C 6-[(5-fluoropyridin-2-yl)amino]-N-methyl-4-({2-methyl-2H,4H-chromeno[4,3-c]pyrazol-6-yl}amino)pyridazine-3-carboxamide